P(=O)(O)(O)OC[C@@H]1[C@H]([C@H]([C@@H](O1)N1C=NC=2C(=O)NC(N)=NC12)O)O.FC1(CCC(CC1)C1=NC=CC(=C1NC(CC1(CC1)CO)=O)C1=C(C=CC(=C1)F)F)F N-(2-(4,4-difluorocyclohexyl)-4-(2,5-difluorophenyl)pyridin-3-yl)-2-(1-(hydroxymethyl)cyclopropyl)acetamide guanosine-monophosphate